C(C)(C)(C)[C@H]1SC=C(N1C=O)C(=O)OC methyl 2R-(tert-butyl)-3-formyl-2,3-dihydrothiazole-4-carboxylate